N[C@H](C(=O)N(C)[C@@H](CC(=O)OC(C)(C)C)C(=O)N(C)C)CC1=CC=CC=C1 tert-butyl (S)-3-((S)-2-amino-N-methyl-3-phenylpropanamido)-4-(dimethylamino)-4-oxobutanoate